(S)-2-(((benzyloxy)carbonyl)amino)-3-(2,3-bis(tert-butoxycarbonyl)guanidino)propionic acid C(C1=CC=CC=C1)OC(=O)N[C@H](C(=O)O)CNC(=NC(=O)OC(C)(C)C)NC(=O)OC(C)(C)C